FC1=C(C=CC=C1CC=1C(OC2=CC(=CC=C2C1C)OC1=NC=CC=C1F)=O)OS(N)(=O)=O sulfamic acid [2-fluoro-3-[[7-[(3-fluoro-2-pyridinyl) oxy]-4-methyl-2-oxo-chromen-3-yl] methyl] phenyl] ester